1-(4-chlorophenyl)cyclohexane-1,4-diamine ClC1=CC=C(C=C1)C1(CCC(CC1)N)N